2-(((3-(benzyloxy)-1-ethyl-1H-pyrazol-4-yl)acetyl)amino)-2-(4-methoxyphenyl)-N-(4-(trimethylsilyl)phenyl)acetamide C(C1=CC=CC=C1)OC1=NN(C=C1CC(=O)NC(C(=O)NC1=CC=C(C=C1)[Si](C)(C)C)C1=CC=C(C=C1)OC)CC